9,9-bis(3,4,5-trihydroxyphenyl)fluorene OC=1C=C(C=C(C1O)O)C1(C2=CC=CC=C2C=2C=CC=CC12)C1=CC(=C(C(=C1)O)O)O